CN(CCNS(OCC(=O)NC=1SC(=C(N1)C)OC1=CC(=C(C=C1)F)Cl)(=O)=O)C 2-((5-(3-chloro-4-fluorophenoxy)-4-methylthiazol-2-yl)amino)-2-oxoethyl (2-(dimethylamino)ethyl)sulfamate